NC1=C(C=C(C=N1)NC(C(N1[C@H](CC[C@@H](C1)C)C=1C=CC2=C(N=C(S2)[C@@H]2CN(CC(C2)(C)C)C)C1)=O)=O)CC N-(6-amino-5-ethyl-3-pyridyl)-2-oxo-2-[(2R,5S)-5-methyl-2-[2-[(3S)-1,5,5-trimethyl-3-piperidyl]-1,3-benzothiazol-5-yl]-1-piperidyl]acetamide